8-({4-[5-Methyl-3-(Trifluoromethyl)Pyrazol-1-Yl]Phenyl}Methyl)Pyrido[2,3-d]Pyrimidin-7-One CC1=CC(=NN1C1=CC=C(C=C1)CN1C(C=CC2=C1N=CN=C2)=O)C(F)(F)F